4-bromo-2-iodo-6-methylbenzoic acid BrC1=CC(=C(C(=O)O)C(=C1)C)I